Cl.N1N=CC(=C1)CC(=O)O pyrazole-4-acetic acid hydrochloride salt